C(CCCCCCC\C=C/CCCCCCCC)(=O)[O-].[Cs+] cesium oleate